chloro-1-pentene ClC=CCCC